3-(5-amino-8-bromo-2-((3-(hydroxymethyl)pyridin-2-yl)methyl)-[1,2,4]triazolo[1,5-c]pyrimidin-7-yl)benzonitrile NC1=NC(=C(C=2N1N=C(N2)CC2=NC=CC=C2CO)Br)C=2C=C(C#N)C=CC2